2-(1-(tert-butoxycarbonyl)pyrrolidin-3-yl)-4-hydroxybutanoic acid C(C)(C)(C)OC(=O)N1CC(CC1)C(C(=O)O)CCO